Br.BrCC(=O)C1=NC=C(C=C1)OCC 2-bromo-1-(5-ethoxy-2-pyridinyl)ethanone hydrobromide